6-Nitro-1',2',5',6'-tetrahydro-2,3'-bipyridine [N+](=O)([O-])C1=CC=CC(=N1)C=1CNCCC1